C(C=C)(=O)O.C(C=C)(=O)O.C1(CCCCCCCCC1)(O)O.C1(CCCCCCCCC1)(O)O.C1(CCCCCCCCC1)(O)O Tricyclodecanediol Diacrylate